FC(C=1C(=C(C=CC1)C(C)NN1C=C(O[C@@H](C1)C1=CC=CC=C1)C)F)F (R)-4-((1-(3-(Difluoromethyl)-2-fluorophenyl)ethyl)amino)-2-methyl-6-phenyl-6H-[1,4]oxaAzin